(R)-2-amino-5-(2,3-dimethoxyphenyl)-4-oxo-4,5-dihydrofuran-3-yl-5-d phenylmethanesulfonate C1(=CC=CC=C1)CS(=O)(=O)OC1=C(O[C@](C1=O)([2H])C1=C(C(=CC=C1)OC)OC)N